5-(5-bromo-3,4-dihydro-2H-quinolin-1-yl)-[1,2,4]triazolo[4,3-a]quinazoline BrC1=C2CCCN(C2=CC=C1)C1=NC=2N(C3=CC=CC=C13)C=NN2